NC=1C=CC(=C(C1)CCCCC)N1CCC(CC1)N1CCN(CC1)C 5-(5-amino-2-(4-(4-methylpiperazin-1-yl)piperidin-1-yl)phenyl)pentan